4'-(2-(2-(pyridin-4-yl)phenyl)pyrrolidin-1-yl)-[1,1'-biphenyl]-4-carboxamide N1=CC=C(C=C1)C1=C(C=CC=C1)C1N(CCC1)C1=CC=C(C=C1)C1=CC=C(C=C1)C(=O)N